2-(4-methylphenyl)-3-(4-methylphenyl-azo)-1H-indole CC1=CC=C(C=C1)C=1NC2=CC=CC=C2C1N=NC1=CC=C(C=C1)C